O1C(COC2=C1C=CC=C2)COC2=NC(N1C(C3=CC=C(C=C3CC1)OCC(N1CCCC1)=O)=C2)=O 2-(2,3-Dihydro-benzo[1,4]dioxin-2-ylmethoxy)-9-(2-oxo-2-pyrrolidin-1-yl-ethoxy)-6,7-dihydro-pyrimido[6,1-a]isoquinolin-4-one